N(=C=O)C(CCCCCCCC)(N=C=O)N=C=O.[Sn] TIN (triisocyanatononane)